1-[6-[5-[(7-cyclopropyl-6-keto-5,5-dimethyl-pyrrolo[2,3-c]pyridazin-3-yl)amino]-6-methoxy-benzimidazol-1-yl]-3-(difluoromethyl)-2-pyridyl]-5-methyl-pyrazole-3-carbonitrile C1(CC1)N1C(C(C2=C1N=NC(=C2)NC2=CC1=C(N(C=N1)C1=CC=C(C(=N1)N1N=C(C=C1C)C#N)C(F)F)C=C2OC)(C)C)=O